N1=CNC(C2=C1C1=C(S2)N=C2C(=C1)COCC2)=O 7,10-dihydro-8H-pyrano[3'',4'':5',6']pyrido[3',2':4,5]thieno[3,2-d]pyrimidin-4(3H)-one